(2S)-2-cyclopentyl-2-[9H-fluoren-9-ylmethoxycarbonyl(methyl)amino]acetic acid C1(CCCC1)[C@@H](C(=O)O)N(C)C(=O)OCC1C2=CC=CC=C2C=2C=CC=CC12